(2R,6S)-N-{2-benzyl-2-azaspiro[3.3]heptan-6-yl}-4-(4-ethoxyphenyl)-2,6-dimethylpiperazine-1-carboxamide C(C1=CC=CC=C1)N1CC2(C1)CC(C2)NC(=O)N2[C@@H](CN(C[C@@H]2C)C2=CC=C(C=C2)OCC)C